[Cl-].[Cl-].C1(=CC=CC=C1)C(C1=CC=CC=C1)=[Zr+2](C1=C(C=CC=2C3=CC=C(C=C3CC12)C(C)(C)C)C(C)(C)C)C1C=C(C=C1C)C(C)(C)C diphenylmethylene(3-tert-butyl-5-methyl-cyclopentadienyl)(2,7-di-tert-butylfluorenyl)zirconium dichloride